FC=1C(=CC(=NC1)OC)[C@H](C(=O)N1CC2(NC3=NC(=C(C=C3CC2)C2=NC=CC=N2)F)CC1)C (2R)-2-(5-fluoro-2-methoxypyridin-4-yl)-1-(7'-fluoro-6'-(pyrimidin-2-yl)-3',4'-dihydro-1'H-spiro[pyrrolidin-3,2'-[1,8]naphthyridin]-1-yl)propan-1-one